C12(CC3CC(CC(C1)C3)C2)NC2=NC=C(C=C2NC2CCCCC2)C2=NC(=NO2)C N2-((3s,5s,7s)-adamantan-1-yl)-N3-cyclohexyl-5-(3-methyl-1,2,4-oxadiazol-5-yl)pyridine-2,3-diamine